(1R,4R)-4-(4-(((R)-1-(4-(2-((dimethylamino)methyl)phenyl)thiophen-2-yl)ethyl) Amino)-7-methoxy-2-methylquinazolin-6-yl)cyclohexane-1-carboxylate CN(C)CC1=C(C=CC=C1)C=1C=C(SC1)[C@@H](C)NC1=NC(=NC2=CC(=C(C=C12)C1CCC(CC1)C(=O)[O-])OC)C